(E)-N-ethyl-N-(3-methyl-sulfanylpropyl)-3-(p-tolyl)prop-2-enamide C(C)N(C(\C=C\C1=CC=C(C=C1)C)=O)CCC(C)S